C(C)(C)(C)OC(=O)N(C1CC1)CC1=CC=C(C(=O)NN2C(SC3=C2C=CC(=C3)C(=O)OCC)=N)C=C1 ethyl 3-(4-(((tert-butoxycarbonyl)(cyclopropyl)amino)methyl)benzamido)-2-imino-2,3-dihydrobenzo[d]thiazole-6-carboxylate